Cl.Cl.FC=1C=CC2=C(N(C=N2)CCC[C@H]2NCCC[C@@H]2O)C1 (2R,3S)-2-(3-(6-fluoro-1H-benzo[d]imidazol-1-yl)propyl)piperidin-3-ol dihydrochloride